3,5-Dihydrofurano[3,2-c]pyridin-4(2H)-one O1CCC=2C(NC=CC21)=O